6-((2R,3s)-2-amino-3-fluorobutyl)-7-bromo-2-chloro-N-((3-fluoropyridin-2-yl)methyl)pyrrolo[2,1-f][1,2,4]triazin-4-amine N[C@H](CC=1C=C2C(=NC(=NN2C1Br)Cl)NCC1=NC=CC=C1F)[C@H](C)F